FC(C=1C=C(C=C(C1)C(F)(F)F)C1=NN(C=N1)\C=C/C(=O)NN1C(CN(C(C1)=O)C)=O)(F)F (Z)-3-(3-(3,5-bis(trifluoromethyl)phenyl)-1H-1,2,4-triazol-1-yl)-N-(4-methyl-2,5-dioxopiperazin-1-yl)acrylamide